(S)-1-(6-(trifluoromethyl)pyridin-2-yl)piperidin FC(C1=CC=CC(=N1)N1CCCCC1)(F)F